tert-butyl (6S)-2-bromo-6-methyl-3-(3-methyl-1H-pyrrolo[2,3-b]pyridin-4-yl)-6,7-dihydropyrazolo[1,5-a]pyrazine-5(4H)-carboxylate BrC1=NN2C(CN([C@H](C2)C)C(=O)OC(C)(C)C)=C1C1=C2C(=NC=C1)NC=C2C